C(C)(C)(C)OC(=O)N1C[C@H](CC1)CC(=O)N1C(OC[C@@H]1CC1=CC=CC=C1)=O (3R)-3-{2-[(4S)-4-benzyl-2-oxo-1,3-oxazolidin-3-yl]-2-oxoethyl}pyrrolidine-1-carboxylic acid tert-butyl ester